tert-butyl 2-bromo-4,6,7,8-tetrahydrothiazolo[5,4-c]azepine-5-carboxylate BrC=1SC=2CN(CCCC2N1)C(=O)OC(C)(C)C